SCCCCS(=O)(=O)[O-].[Au+3].SCCCCS(=O)(=O)[O-].SCCCCS(=O)(=O)[O-] gold 4-mercapto-1-butanesulfonate